1-(6-hydroxyhexyl)-3-methylimidazolium chloride [Cl-].OCCCCCCN1C=[N+](C=C1)C